3-chloro-2-hydroxypropyl trisulfide ClCC(CSSSCC(CCl)O)O